2-[[(1-carboxy-2-mercaptoethyl)carbonyl]formyl]terephthalic acid C(=O)(O)C(CS)C(=O)C(=O)C1=C(C(=O)O)C=CC(=C1)C(=O)O